C(C)(C)(C)OC(=O)N1C2CCC(C1C=O)CC2 3-formyl-2-azabicyclo[2.2.2]octane-2-carboxylic acid tert-butyl ester